N[C@@H](CCCCNC(COCCOCCOCCOCCOCCOCCOCCOCCOCCOC)=O)C(=O)N[C@@H](C)C(=O)N[C@@H](C)C(=O)N[C@@H](C)C(=O)N[C@@H](C)C(=O)OC(C)(C)C tert-butyl ((S)-37-amino-31-oxo-2,5,8,11,14,17,20,23,26,29-decaoxa-32-azaoctatriacontan-38-oyl)-L-alanyl-L-alanyl-L-alanyl-L-alaninate